BrC1=CC(=CC(=N1)NC(=O)[C@H]1N([C@@H]2C[C@@H]2C1)C(=O)OC(C)(C)C)OC (1R,3S,5R)-tert-butyl 3-((6-bromo-4-methoxypyridin-2-yl)carbamoyl)-2-azabicyclo[3.1.0]hexane-2-carboxylate